methyl (S)-2-(4-hydroxy-2-oxopyrrolidin-1-yl)acetate O[C@H]1CC(N(C1)CC(=O)OC)=O